(3-hydroxyazetidin-1-yl)methanone (trifluoroacetate) FC(C(=O)O)(F)F.OC1CN(C1)C=O